[Si](C)(C)(C(C)(C)C)Cl tert-butyl-dimethylsilyl chloride